3,5-bis-(tert-butyldimethylsilyloxymethyl)-1-nitrobenzene [Si](C)(C)(C(C)(C)C)OCC=1C=C(C=C(C1)CO[Si](C)(C)C(C)(C)C)[N+](=O)[O-]